1-phenyl-3-(thiophen-2-yl)prop-2-en-1-one O-acetyl oxime C(C)(=O)ON=C(C=CC=1SC=CC1)C1=CC=CC=C1